3-hydroxy-6-(1H-imidazol-1-yl)-N-((1r,4r)-4-methoxycyclohexyl)pyrazine-2-carboxamide tert-Butyl-6-formyl-1,4-oxazepane-4-carboxylate C(C)(C)(C)OC(=O)N1CCOCC(C1)C=O.OC=1C(=NC(=CN1)N1C=NC=C1)C(=O)NC1CCC(CC1)OC